ClC1=C(C(C(=O)NN)=CC=C1)C(=O)O 3-chlorophthalic hydrazide